6-(6-methoxypyridin-3-yl)-5-methyl-2-phenyl-3-(piperidin-1-yl)pyrazolo[1,5-a]pyrimidin-7(4H)-one COC1=CC=C(C=N1)C1=C(NC=2N(C1=O)N=C(C2N2CCCCC2)C2=CC=CC=C2)C